tert-butyl (3R)-3-[2-(3-bromo-2-methyl-phenoxy)ethyl]pyrrolidine-1-carboxylate BrC=1C(=C(OCC[C@@H]2CN(CC2)C(=O)OC(C)(C)C)C=CC1)C